CC=1SC2=C(N1)C(=CC=C2)C2CC(C2)O 3-(2-methylbenzo[d]thiazol-4-yl)cyclobutan-1-ol